BrC(COC)C1=CC=CC=C1 (1-bromo-2-methoxyethyl)benzene